NCC1=NNC(C2=CC=C(C=C12)C=1C=NC=C(C1)OC)=O 4-(aminomethyl)-6-(5-methoxypyridin-3-yl)-phthalazin-1(2H)-one